3-[4-(Dimethylamino)phenyl]-1-(2-hydroxy-4-methoxyphenyl)-2-propene-1-one CN(C1=CC=C(C=C1)C=CC(=O)C1=C(C=C(C=C1)OC)O)C